3-methoxy-4-(3-methyl-6-(pyrazolo[1,5-a]pyrimidin-3-yl)-1H-pyrazolo[4,3-c]pyridin-1-yl)-N-phenylbenzamide COC=1C=C(C(=O)NC2=CC=CC=C2)C=CC1N1N=C(C=2C=NC(=CC21)C=2C=NN1C2N=CC=C1)C